C(CCCCCCC)N(C1=CC=C(C=C1)CC1=CC=C(C=C1)N(CCCCCCCC)CCCCCCCCCCCCCCCCCC)CCCCCCCCCCCCCCCCCC bis(4-(n-octyl-n-octadecylamino)phenyl)methane